ethyl 2-oxo-2-((2-oxoethyl)((5-phenylpyrimidin-2-yl)methyl)amino)acetate (allyl((5-phenylpyrimidin-2-yl)methyl)amino)-2-oxoacetate C(C=C)N(CC1=NC=C(C=N1)C1=CC=CC=C1)C(C(=O)O)=O.O=C(C(=O)OCC)N(CC1=NC=C(C=N1)C1=CC=CC=C1)CC=O